methylenebis(2,6-di(n-propyl)aniline) C(NC1=C(C=CC=C1CCC)CCC)NC1=C(C=CC=C1CCC)CCC